3-chloro-5-isopropyl-8-((2R,3S)-2-methyl-3-(((R)-methylsulfinyl)methyl)azetidin-1-yl)isoquinoline ClC=1N=CC2=C(C=CC(=C2C1)C(C)C)N1[C@@H]([C@H](C1)C[S@](=O)C)C